C1N(CC2C1CCC2)C=2C1=C(N=C(N2)Cl)C(=CS1)[C@H]1[C@@H]([C@@H]([C@H](O1)COCP(O)(O)=O)O)O [(2R,3S,4R,5S)-5-[4-(3,3a,4,5,6,6a-hexa-hydro-1H-cyclopenta-[c]pyrrol-2-yl)-2-chloro-thieno[3,2-d]-pyrimidin-7-yl]-3,4-dihydroxy-tetrahydro-furan-2-yl]methoxy-methylphosphonic acid